5-(3-(4-Chlorophenyl)-5-(quinoxalin-6-yl)-4,5-dihydro-1H-pyrazol-1-yl)-5-oxopentanoic acid ClC1=CC=C(C=C1)C1=NN(C(C1)C=1C=C2N=CC=NC2=CC1)C(CCCC(=O)O)=O